C(C)(C)(C)OC(=O)NC1=C(C=CC(=N1)N1N=CC(=C1C(F)(F)F)C(=O)OCC)Cl ethyl 1-(6-((tert-butoxycarbonyl) amino)-5-chloropyridin-2-yl)-5-(trifluoromethyl)-1H-pyrazole-4-carboxylate